(S)-4-(3-aminoazepan-1-yl)-2-cyclohexylphthalazin N[C@@H]1CN(CCCC1)C1=NN(CC2=CC=CC=C12)C1CCCCC1